trans-3-((4-(1-((1r,4r)-4-aminocyclohexyl)piperidin-4-yl)-3-fluorophenyl)amino)piperidine-2,6-dione N[C@@H]1CC[C@H](CC1)N1CCC(CC1)C1=C(C=C(C=C1)NC1C(NC(CC1)=O)=O)F